C1(CCCC1)C1=CC(=NN1)NC1=NC(=NC=C1)N1C2CC(C1)(C2)C(=O)N 2-[4-[(5-Cyclopentyl-1H-pyrazol-3-yl)amino]pyrimidin-2-yl]-2-azabicyclo[2.1.1]hexane-4-carboxamide